C1(=CC=CC=C1)P(=O)(C1=CC=CC=C1)ON(C(OC(C)(C)C)=O)C tert-butyl N-diphenylphosphoryloxy-N-methyl-carbamate